2-fluoro-5-(4-methoxy-2-((4-((4-methylpiperazin-1-yl)methyl)phenyl)amino)-7H-pyrrolo[2,3-d]pyrimidin-5-yl)-N-methylbenzamide FC1=C(C(=O)NC)C=C(C=C1)C1=CNC=2N=C(N=C(C21)OC)NC2=CC=C(C=C2)CN2CCN(CC2)C